ClC1=CC=C(C=N1)CC1N(CCNC1)C1=CC=NC=2C(CN(CC12)C1=NN2C(C=CC=C2C#N)=C1C)CC 2-(4-(((6-Chloropyridin-3-yl)methyl)piperazin-1-yl)-8-ethyl-7,8-dihydro-1,6-naphthyridin-6(5H)-yl)-3-methylpyrazolo[1,5-a]pyridine-7-carbonitrile